O1CCC(CC1)NC1=C2CNCC2=CC=C1 4-((Tetrahydro-2H-pyran-4-yl)amino)isoindolin